COC([C@@H](N)CC(C)C)=O leucin methylester